2-chloro-9-(isopentyloxy)anthracene ClC1=CC2=C(C3=CC=CC=C3C=C2C=C1)OCCC(C)C